N-ethyl-pyrrolidinone C(C)N1C(CCC1)=O